N1N=NC2=C1C=CC=N2.F[P-](F)(F)(F)(F)F Hexafluorophosphate-azabenzotriazol